NC=1C=C(C(=O)N)C=C(C1NC\C=C\CNC1=C(C=C(C=C1OCCC(OC)OC)C(N)=O)N)OC (E)-3-amino-4-((4-((2-amino-4-carbamoyl-6-(3,3-dimethoxypropoxy)phenyl)amino)but-2-en-1-yl)amino)-5-methoxybenzamide